2-amino-4-[{(1R)-1-[1-benzyl-4-(2,5-difluorophenyl)-1H-pyrrol-2-yl]-2,2-dimethylpropyl}(hydroxyacetyl)amino]-N-[3-(methylamino)-3-oxopropyl]butanamide NC(C(=O)NCCC(=O)NC)CCN(C(CO)=O)[C@H](C(C)(C)C)C=1N(C=C(C1)C1=C(C=CC(=C1)F)F)CC1=CC=CC=C1